6-[[5-(6-cyano-4-methylpyridin-3-yl)oxy-3-methylimidazo[4,5-b]pyridin-7-yl]amino]-N-[rac-(1R,3R)-3-hydroxycyclopentyl]pyridine-3-carboxamide C(#N)C1=CC(=C(C=N1)OC1=CC(=C2C(=N1)N(C=N2)C)NC2=CC=C(C=N2)C(=O)N[C@H]2C[C@@H](CC2)O)C |r|